[Na+].P(=O)(O)(O)C(C(CCC(=O)[O-])C(=O)[O-])C(=O)[O-].[Na+].[Na+] phosphonobutane-1,2,4-tricarboxylic acid sodium salt